C(#N)C1=CC2=C(N(C(N=C2N2[C@H](CN(CC2)C(=O)OC(C)(C)C)C)=O)C=2C(=NC=CC2C)C(C)C)N=C1C1=C(C(=C(C=C1)F)F)F (S)-tert-butyl 4-(6-cyano-1-(2-isopropyl-4-methylpyridin-3-yl)-2-oxo-7-(2,3,4-trifluorophenyl)-1,2-dihydropyrido[2,3-d]pyrimidin-4-yl)-3-methylpiperazine-1-carboxylate